O=[V]12O[Bi](O1)O2 Bismuth(III) vanadate